N-ethyl-2-(((4-isopropylcyclohexyl)oxy)methyl)-3-(4-methyl-1H-pyrazol-5-yl)piperidine C(C)N1C(C(CCC1)C1=C(C=NN1)C)COC1CCC(CC1)C(C)C